ethyl 1-isopropyl-4-(3-methoxy-3-oxopropanamido)-3-methyl-1H-pyrazole-5-carboxylate C(C)(C)N1N=C(C(=C1C(=O)OCC)NC(CC(=O)OC)=O)C